(R)-pyrrolidin-3-yl (R)-1-(4-fluorophenyl)-3,4-dihydroisoquinoline-2(1H)-carboxylate FC1=CC=C(C=C1)[C@H]1N(CCC2=CC=CC=C12)C(=O)O[C@H]1CNCC1